O1CCC12CCN(CC2)C2=NC=CC(=N2)N 2-(1-oxa-7-azaspiro[3.5]nonan-7-yl)pyrimidin-4-amine